2-bromo-N-(5-(2-(3-ethoxyazetidin-1-yl)acetamido)-2-methylpyridin-3-yl)pyrazolo[5,1-b]thiazole-7-carboxamide BrC1=CN2C(S1)=C(C=N2)C(=O)NC=2C(=NC=C(C2)NC(CN2CC(C2)OCC)=O)C